1-(5-chloro-3-fluoropyridin-2-yl)-4-(4-fluorobenzyl)-3-(3-methoxycyclobutyl)-piperazine-2,5-dione ClC=1C=C(C(=NC1)N1C(C(N(C(C1)=O)CC1=CC=C(C=C1)F)C1CC(C1)OC)=O)F